hexahydropyrrolo[3,4-f]isoindole C1NCC2C1=CC1=CN=CC1C2